O=C1N(C2=C(SC1)C=CC=C2)CC(=O)O 2-(3-oxo-2,3-dihydro-4H-benzo[b][1,4]thiazin-4-yl)acetic acid